CN1CC(=CC=C1)NC(C1=NC=CC=C1)=O N-(1-methylpyridin-3-yl)picolinamide